OC(C(=O)C1=CC=CC=C1)(C)C 2-hydroxy-2-methyl-1-phenyl-propane-1-on